COC=1C2=C(N=C(N1)NC1CCOCC1)NC=C2C2=CC=1N(C=C2)N=CC1 4-methoxy-5-(pyrazolo[1,5-a]pyridin-5-yl)-N-(tetrahydro-2H-pyran-4-yl)-7H-pyrrolo[2,3-d]pyrimidin-2-amine